CN1CCN(CC1)C1=CC=C(C=C1)C1=CC(=C(C=C1)N)N 4'-(4-methylpiperazin-1-yl)-[1,1'-biphenyl]-3,4-diamine